1-[4-chloro-3-(trifluoromethyl)phenyl]-3-[(1S)-1-(2-pyrimidin-2-yl-1,2,4-triazol-3-yl)ethyl]urea ClC1=C(C=C(C=C1)NC(=O)N[C@@H](C)C=1N(N=CN1)C1=NC=CC=N1)C(F)(F)F